1-ethyl-3-pyridin-2-yl-thiourea C(C)NC(=S)NC1=NC=CC=C1